4-[(7-chloroquinolin-4-yl)amino]phenol ClC1=CC=C2C(=CC=NC2=C1)NC1=CC=C(C=C1)O